7-chloro-1-(4-fluoro-2-methylphenyl)-3-(6-methoxy-2-methylpyridin-3-yl)-4-oxo-1,2,3,4-tetrahydro-quinazoline-6-carbonitrile ClC1=C(C=C2C(N(CN(C2=C1)C1=C(C=C(C=C1)F)C)C=1C(=NC(=CC1)OC)C)=O)C#N